CC=1C2=C(SC1B(O)O)C=CC(=C2)C 3,5-DIMETHYLBENZO[B]THIOPHEN-2-YLBORONIC ACID